NC1=NC2=CC=C(C=C2C=C1C)C(=O)N([C@H](C)C1=C(C=CC=C1)F)CC1=NC=C(C=C1)C#N 2-amino-N-((5-cyano-2-pyridinyl)methyl)-N-((1R)-1-(2-fluorophenyl)ethyl)-3-methyl-6-quinolinecarboxamide